C(C)(=O)N1CCC(CC1)N1N=CC(=C1)C=1C=C(C=2N(C1)N=CC2C#N)SC2=C(C=C(C=C2)F)C#N 6-(1-(1-acetylpiperidin-4-yl)-1H-pyrazol-4-yl)-4-((2-cyano-4-fluorophenyl)thio)pyrazolo[1,5-a]pyridine-3-carbonitrile